3-(4-fluoro-5-(3-((4-fluoro-6-methoxy-2-(4-methoxy-3,3-dimethyl-4-oxobutanoyl)benzo[b]thiophen-5-yl)oxy)propoxy)-6-methoxybenzo[b]thiophen-2-yl)-3-oxopropane-1-sulfonic acid FC1=C(C(=CC=2SC(=CC21)C(CCS(=O)(=O)O)=O)OC)OCCCOC2=C(C1=C(SC(=C1)C(CC(C(=O)OC)(C)C)=O)C=C2OC)F